C(C=1C(C(=O)O)=CC=CC1)(=O)NCC(=O)N[C@@H](C)C(=O)N[C@@H](CC1=CNC=N1)C(=O)O phthaloyl-glycyl-alanyl-L-histidine